2-(3-(2',5'-difluoro-[1,1'-biphenyl]-4-yl)-5-methoxy-2-oxotetrahydropyrimidin-1(2H)-yl)-4-methylthiazole-5-sulfonic acid FC1=C(C=C(C=C1)F)C1=CC=C(C=C1)N1C(N(CC(C1)OC)C=1SC(=C(N1)C)S(=O)(=O)O)=O